N1C=NC2=C1C=C(C=C2)N2C(OC[C@@H]2C2=CC=C(C=C2)N2CCN(CC2)C)=O (S)-3-(1H-Benzo[d]imidazol-6-yl)-4-(4-(4-methylpiperazin-1-yl)phenyl)oxazolidin-2-on